FC=1C=C(C=2C3=C(NC2C1)C(=NC(=N3)C=C)N3CCC(CC3)CP(OCC)(OCC)=O)F diethyl ((1-(7,9-difluoro-2-vinyl-5H-pyrimido[5,4-b]indol-4-yl)piperidin-4-yl)methyl)phosphonate